2-[4-[2-(4-Butylphenyl)ethynyl]phenyl]-4,4,5,5-tetramethyl-1,3,2-dioxaborolane C(CCC)C1=CC=C(C=C1)C#CC1=CC=C(C=C1)B1OC(C(O1)(C)C)(C)C